O=S1(CCN(CC1)C1=NC2=CC=C(C=C2C=C1)CN1C[C@H](CC1)OC=1C=C2CN(C(C2=CC1)=O)C1C(NC(CC1)=O)=O)=O 3-(5-(((S)-1-((2-(1,1-Dioxidothiomorpholino)quinolin-6-yl)methyl)pyrrolidin-3-yl)oxy)-1-oxoisoindolin-2-yl)piperidine-2,6-dione